ClC=1C(=CC(=NC1)OC)C1=CC(=NN1)C(=O)N1CCC(CC1)C(=O)NCC1(CCC1)O 1-[5-(5-chloro-2-methoxypyridin-4-yl)-1H-pyrazole-3-carbonyl]-N-[(1-hydroxycyclobutyl)methyl]piperidine-4-carboxamide